C(C)OC(=O)C=1N=C(OC1)NC1=C(C=C(C(=C1)C)F)C 2-((4-fluoro-2,5-dimethylphenyl)amino)oxazole-4-carboxylic acid ethyl ester